FC(C(O)C1=CC=CC=C1)F 2,2-difluoro-1-phenylethanol